(S)-1-(5-((8-(difluoromethoxy)quinolin-5-yl)thio)pyrazin-2-yl)-4'H,6'H-spiro[piperidine-4,5'-pyrrolo[1,2-b]pyrazol]-4'-amine FC(OC=1C=CC(=C2C=CC=NC12)SC=1N=CC(=NC1)N1CCC2([C@@H](C=3N(N=CC3)C2)N)CC1)F